FC=1C=C2CCC=NC2=C(C1)OC 6-fluoro-8-methoxy-3,4-dihydroquinolin